CO[SiH](F)OC dimethoxyfluorosilane